N-(pyrimidin-5-yl)picolinamide N1=CN=CC(=C1)NC(C1=NC=CC=C1)=O